O(N)CC(=O)N1CCC(CC1)C1CCN(CC1)CC1=CC=C(CN2C3=NC(=NC(=C3NC2=O)NC(C)=O)OCCCC)C=C1 N-(9-(4-((1'-(2-(aminoxy)acetyl)-4,4'-bipiperidin-1-yl)methyl)benzyl)-2-butoxy-8-oxo-8,9-dihydro-7H-purin-6-yl)acetamide